FC1CNCCC1=O 3-fluoropiperidin-4-one